(dl)-1-propyl-3-methylimidazole C(CC)N1CN(C=C1)C